COC1=CC=C(C=C1)N(C1=CC=C(C=C1)OC)C1=CC=2C3(C4=CC(=CC=C4C2C=C1)N(C1=CC=C(C=C1)OC)C1=CC=C(C=C1)OC)C1=CC(=CC=C1C=1C=CC(=CC13)N(C1=CC=C(C=C1)OC)C1=CC=C(C=C1)OC)N(C1=CC=C(C=C1)OC)C1=CC=C(C=C1)OC L-2,2',7,7'-tetra[N,N-di(4-methoxyphenyl)amino]-9,9'-spirobifluorene